3,7-dimethyl-2-(4-(methylsulfonyl)phenyl)-3H-imidazo[4,5-b]pyridine CN1C(=NC=2C1=NC=CC2C)C2=CC=C(C=C2)S(=O)(=O)C